(2R,3R,4R,5R)-5-Acetamido-2-(acetoxymethyl)-6-((4-methyl-3-oxo-1-phenyl-2,7,10,13-tetraoxa-4-azapentadecan-15-yl)oxy)tetrahydro-2H-pyran-3,4-diyl diacetate C(C)(=O)O[C@H]1[C@H](OC([C@@H]([C@H]1OC(C)=O)NC(C)=O)OCCOCCOCCOCCN(C(OCC1=CC=CC=C1)=O)C)COC(C)=O